C(C)(C)OC=1C=C2C(=CN1)NN=C2C2=NC=NC(=C2)N2CCNCC2 5-isopropoxy-3-(6-piperazin-1-ylpyrimidin-4-yl)-1H-pyrazolo[3,4-c]pyridine